benzyl ((2R,3S)-4-(4-(benzyloxy)phenyl)-3-(((((3R,3aS,6aR)-hexahydrofuro[2,3-b]furan-3-yl)oxy)carbonyl)amino)-2-hydroxybutyl)(2-ethylbutyl)carbamate C(C1=CC=CC=C1)OC1=CC=C(C=C1)C[C@@H]([C@@H](CN(C(OCC1=CC=CC=C1)=O)CC(CC)CC)O)NC(=O)O[C@H]1CO[C@H]2OCC[C@H]21